COC(=O)C1(CCC2(C(=CC3=C(C(=CC=C23)Cl)Cl)C[C@H](CO)C)CC1)NC1=CC(=CC=C1)Cl (1R,4R)-4',5'-dichloro-4-(3-chloroanilino)-2'-[(2R)-3-hydroxy-2-methylpropyl]spiro[cyclohexane-1,1'-indene]-4-carboxylic acid methyl ester